C(C)C=1C=NC(=NC1)N1CCC(CC1)CCOCC1=CC(=C(C=C1)CC(=O)C1CC(C1)CNC[C@@H]([C@H]([C@@H]([C@@H](CO)O)O)O)O)F 2-[4-[2-[1-(5-ethylpyrimidin-2-yl)-4-piperidyl]ethoxymethyl]-2-fluoro-phenyl]-1-[3-[[[(2S,3R,4R,5R)-2,3,4,5,6-pentahydroxyhexyl]amino]methyl]cyclobutyl]ethanone